CN1CC(OCC1)CNC=1N=C(C2=C(N1)CN(C2)C#N)C2=CC=CC=C2 (((4-methylmorpholin-2-yl)methyl)amino)-4-phenyl-5,7-dihydro-6H-pyrrolo[3,4-d]pyrimidine-6-carbonitrile